C(C)OC(C(C)(C)SC=1SC(=CC1)C1=CC=NC2=CC=C(C=C12)C)=O 2-(5-(6-Methylquinolin-4-yl)thiophen-2-ylsulfanyl)-2-methylpropionic acid ethyl ester